OC(CN1C(C=CC(=C1)B1OC(C(O1)(C)C)(C)C)=O)C 2-hydroxypropyl-5-(4,4,5,5-tetramethyl-1,3,2-dioxaborolan-2-yl)-1,2-dihydropyridin-2-one